N6-(4-fluorophenyl)-9H-purine-2,6-diamine FC1=CC=C(C=C1)NC1=C2N=CNC2=NC(=N1)N